C(C)(C)(C)OC(=O)N1C(CC(CC1)F)C(NC=1C=NC(=CC1C(N)=O)Cl)=O (4-carbamoyl-6-chloropyridin-3-yl)carbamoyl-4-fluoropiperidine-1-carboxylic acid tert-butyl ester